4-(but-3-en-1-yloxy)-2-(methylthio)pyrazolo[1,5-a][1,3,5]Triazine C(CC=C)OC1=NC(=NC=2N1N=CC2)SC